N-(2,8-dimethylimidazo[1,2-a]pyrazin-6-yl)pyrazine-2-carboxamide CC=1N=C2N(C=C(N=C2C)NC(=O)C2=NC=CN=C2)C1